1-(3'-bromo-5'H,7'H-spiro[cyclopropane-1,4'-thieno[2,3-c]pyran]-7'-yl)-N-methyl-methylamine BrC1=CSC=2C(OCC3(C21)CC3)CNC